methyl-4-[(6-{8-methyl-1H,2H,3H-pyrido[2,3-b][1,4]oxazin-7-yl}-5,6,7,8-tetrahydro-2,6-naphthyridin-3-yl)amino]-N-[2-(morpholin-4-yl)ethyl]benzamide CC1=C(C(=O)NCCN2CCOCC2)C=CC(=C1)NC=1N=CC=2CCN(CC2C1)C1=C(C2=C(OCCN2)N=C1)C